sodium tetraacetylglucosyl-sulfinate C(C)(=O)[C@@]1([C@@]([C@](C(O[C@@H]1CO)(S(=O)[O-])C(C)=O)(O)C(C)=O)(O)C(C)=O)O.[Na+]